BrC1=CC(=C(C=C1)Cl)OCCBr 4-bromo-2-(2-bromoethoxy)-1-chlorobenzene